7-[2,4-dimethyl-5-(methylsulfonyl)phenyl]-N~2~-(6-methoxy-2-methyl-1,2,3,4-tetrahydroisoquinolin-7-yl)quinazoline-2,7-diamine CC1=C(C=C(C(=C1)C)S(=O)(=O)C)C1(CC=C2C=NC(=NC2=C1)NC1=C(C=C2CCN(CC2=C1)C)OC)N